[6-[3-(1-fluorocyclopropyl)-1H-1,2,4-triazol-5-yl]-2-azaspiro[3.3]heptan-2-yl]-[6-[2-fluoro-4-(trifluoromethyl)benzyl]-2-azaspiro[3.3]heptan-2-yl]methanone FC1(CC1)C1=NNC(=N1)C1CC2(CN(C2)C(=O)N2CC3(C2)CC(C3)CC3=C(C=C(C=C3)C(F)(F)F)F)C1